2-(2,6-dioxo-3-piperidyl)-4-[(6-methyl-4-phenoxy-3-pyridinyl)amino]isoindoline-1,3-dione O=C1NC(CCC1N1C(C2=CC=CC(=C2C1=O)NC=1C=NC(=CC1OC1=CC=CC=C1)C)=O)=O